C(C)(C)SCC1CN(C1)C(=O)OCCCC butyl 3-(isopropylthiomethyl)azetidine-1-carboxylate